N1C=CC=2C1=NC=C(C2)OC2=C(C=CC(=C2)N2CCN(CC2)CC2=C(CC(CC2)(C)C)C2=CC=C(C=C2)Cl)S(=O)(=O)NC(=O)C=2C=C1C(=NC2)SC=C1 N-((2-((1H-pyrrolo[2,3-b]pyridin-5-yl)oxy)-4-(4-[[2-(4-Chlorophenyl)-4,4-dimethylcyclohexen-1-yl]methyl]piperazin-1-yl)phenyl)sulfonyl)thieno[2,3-b]pyridine-5-carboxamide